C1(CC1)C1=C(C(=NO1)C1=C(C=CC=C1Cl)Cl)C=C1CC2(C1)CCN(CC2)C2=CC=C(C=C2)C=2N=NN(N2)C 5-cyclopropyl-3-(2,6-dichlorophenyl)-4-((7-(4-(2-methyl-2H-tetrazol-5-yl)phenyl)-7-azaspiro[3.5]non-2-ylidene)methyl)isoxazole